(S)-quinuclidin-3-yl (5-(2-fluoro-4-(trifluoromethyl)phenyl)-2,2-dimethyl-2,3-dihydro-1H-inden-1-yl)carbamate FC1=C(C=CC(=C1)C(F)(F)F)C=1C=C2CC(C(C2=CC1)NC(O[C@@H]1CN2CCC1CC2)=O)(C)C